1-ethyl-2-methyl-3-(4-cyanophenyl)-5-cyanoindane C(C)C1C(C(C2=CC(=CC=C12)C#N)C1=CC=C(C=C1)C#N)C